1,3-difluorobenzaldehyde FC1(C=O)CC(=CC=C1)F